6-hydroxy-2-(4-(4-(hydroxymethyl)phenoxy)phenyl)-4H-chromen-4-one OC=1C=C2C(C=C(OC2=CC1)C1=CC=C(C=C1)OC1=CC=C(C=C1)CO)=O